2,3,4,5-tetrafluoro-N-(6-fluoro-7-(2-fluoro-6-hydroxyphenyl)-1-(2-isopropyl-4-methylpyridin-3-yl)-2-oxo-1,2-dihydropyrido[2,3-d]pyrimidin-4-yl)-6-methoxybenzenesulfonamide FC1=C(C(=C(C(=C1F)F)F)OC)S(=O)(=O)NC=1C2=C(N(C(N1)=O)C=1C(=NC=CC1C)C(C)C)N=C(C(=C2)F)C2=C(C=CC=C2O)F